CSC=1C=C(C=CC1)NC(C=C)=O N-(3-(methylthio)phenyl)acrylamide